S[Si] mercaptosilicon